COC1=C(CN(C2=NC(=NN3C2=NC=C3COC(=O)N3CC(NCC3)C)OC(C)CCC)CC3=C(C=C(C=C3)OC)OC)C=CC(=C1)OC (4-(bis(2,4-dimethoxy benzyl)amino)-2-(pent-2-yloxy)imidazo[2,1-f][1,2,4]triazin-7-yl)methyl-3-methylpiperazin-1-carboxylate